BrC=1C=NC=2N(C=3N=CC(=CC3OC2C1)Br)CC1OC1 6,12-dibromo-2-(oxiran-2-ylmethyl)-9-oxa-2,4,14-triazatricyclo[8.4.0.0^{3,8}]tetradeca-1(10),3(8),4,6,11,13-hexaene